1-(4-(methylamino)-5-(5-(piperidin-4-yl)-1,3,4-thiadiazol-2-yl)pyridin-2-yl)-1H-pyrrolo[2,3-b]pyridine-5-carbonitrile CNC1=CC(=NC=C1C=1SC(=NN1)C1CCNCC1)N1C=CC=2C1=NC=C(C2)C#N